C(C)OC(CN1C(NC=2N=C(NC(C12)=O)NC(C)=O)=O)=O 2-(2-acetamido-6,8-dioxo-1,6,8,9-tetrahydro-7H-purin-7-yl)acetic acid ethyl ester